N1(CCOCC1)CCNC(=O)C1CCN(CC1)C1=C2C=CC=NC2=C(C=C1)C#N 1-(8-cyano-quinolin-5-yl)-piperidine-4-carboxylic acid (2-morpholin-4-yl-ethyl)-amide